IC1=C(C=2CC3(CCN(CC3)C(=O)OC(C)(C)C)COC2C=C1)C(=O)OC 1'-(tert-butyl) 5-methyl 6-iodospiro[chroman-3,4'-piperidine]-1',5-dicarboxylate